ethyl-cis-triazine C(C)C1=NN=NC=C1